C(C)OC(=O)C=1OC=C(C(C1OCC1=CC=CC=C1)=O)C(NCC1=C(C(=C(C=C1)F)Cl)F)=O 3-(benzyloxy)-5-[(3-chloro-2,4-difluoro-phenyl)methylcarbamoyl]-4-oxo-pyran-2-carboxylic acid ethyl ester